9-(5-cyanopyridin-2-yl)-2-morpholino-9H-purine C(#N)C=1C=CC(=NC1)N1C2=NC(=NC=C2N=C1)N1CCOCC1